FC(C1=NN=C(O1)C1=CC(=C(CN2C(C3=CC=CC=C3C(C2=O)(C)C)=O)C=C1)F)F 2-(4-(5-(difluoromethyl)-1,3,4-oxadiazole-2-yl)-2-fluorobenzyl)-4,4-dimethylisoquinoline-1,3(2H,4H)-dione